C(#N)C[C@@H](C1=CC=C(C=C1)S(=O)(=O)CC)NC(C1=CC=C(C=C1)N1[C@@H](C[C@@H](C1)OC1=CC=NC=C1)COC(F)F)=O N-((S)-2-cyano-1-(4-(ethylsulfonyl)phenyl)ethyl)-4-((2S,4S)-2-((difluoromethoxy)methyl)-4-(pyridin-4-yloxy)pyrrolidin-1-yl)benzamide